N1CCC(CC1)COCCN1CCN(CC1)C(=O)[O-] 4-(2-(Piperidin-4-ylmethoxy)ethyl)piperazine-1-carboxylate